BrCC1=C(C(=C(C(=C1CC)CBr)CC)CBr)CC 1,3,5-tris(bromomethyl)-2,4,6-triethyl-benzene